(R)-3-chloro-N-(2,4-dimethoxybenzyl)-2,6-difluoro-N-(6-fluoropyridin-2-yl)-4-(3-(4-methoxy-4-methylpiperidin-1-yl)-3-methyl-pyrrolidin-1-yl)benzenesulfonamide ClC=1C(=C(C(=CC1N1C[C@](CC1)(C)N1CCC(CC1)(C)OC)F)S(=O)(=O)N(C1=NC(=CC=C1)F)CC1=C(C=C(C=C1)OC)OC)F